di(pyridin-2-yl)methane N1=C(C=CC=C1)CC1=NC=CC=C1